3-(4-(4-acryloylpiperazin-1-yl)-7-chloroquinazolin-6-yl)benzonitrile C(C=C)(=O)N1CCN(CC1)C1=NC=NC2=CC(=C(C=C12)C=1C=C(C#N)C=CC1)Cl